dimethyl 3,3'-(5-bromo-4-chloro-2-oxo-2,3-dihydro-1H-pyrrolo[2,3-b]pyridine-3,3-diyl)dipropionate BrC=1C(=C2C(=NC1)NC(C2(CCC(=O)OC)CCC(=O)OC)=O)Cl